FC(C1CC(C1)C=O)(F)F ((1r,3r)-3-(trifluoromethyl)cyclobutyl)methanone